2-[3-(1-hydroxyethyl)-6-[5-[(6-methylpyridazin-3-yl)amino]benzimidazol-1-yl]-2-pyridyl]furan OC(C)C=1C(=NC(=CC1)N1C=NC2=C1C=CC(=C2)NC=2N=NC(=CC2)C)C=2OC=CC2